(3S,4S,5R)-5-((S)-1-acetoxypropyl)-4-fluorotetrahydrofuran C(C)(=O)O[C@@H](CC)[C@@H]1[C@H](CCO1)F